cis-5-cyclopropyl-1-(3-hydroxycyclobutyl)-3-((7-methoxy-1-methyl-6-(pyrazolo[1,5-a]pyrazin-3-yloxy)-1H-imidazo[4,5-b]pyridin-2-yl)amino)pyridin-2(1H)-one C1(CC1)C=1C=C(C(N(C1)[C@@H]1C[C@@H](C1)O)=O)NC=1N(C=2C(=NC=C(C2OC)OC=2C=NN3C2C=NC=C3)N1)C